C(CCCCCCCCCCC)N1C(CC=CCC1)=O 1-dodecyl-2,3,6,7-tetrahydro-1H-azepin-2-one